ClC1=CC(=C(O[C@H](C(=O)O)C)C=C1)C1=NOC=C1C (S)-2-[4-chloro-2-(4-methyl-3-isoxazolyl)phenoxy]propionic acid